7-fluoro-3-(1-methyl-1H-4-pyrazolyl)-6-(1-(6-(1-methyl-1H-4-pyrazolyl)-[1,2,3]triazolo[4,5-b]pyrazin-1-yl)ethyl)quinoline FC1=C(C=C2C=C(C=NC2=C1)C=1C=NN(C1)C)C(C)N1N=NC=2C1=NC(=CN2)C=2C=NN(C2)C